6-chloro-2-(3-chloro-5-fluoro-phenyl)hexanoic acid methyl ester COC(C(CCCCCl)C1=CC(=CC(=C1)F)Cl)=O